FC(C1(COCC1)C1=NC(=CC=C1)F)F 2-(3-(difluoromethyl)tetrahydrofuran-3-yl)-6-fluoropyridine